C1(CC1)N1C=C(C2=CC=CC=C12)C1=NC(=NC=C1C=1C=NN(C1)C)NC=1C(=CC(=C(C1)NC(C=C)=O)N(CC1N(CCC1)C)C)OC N-(5-((4-(1-Cyclopropyl-1H-indol-3-yl)-5-(1-methyl-1H-pyrazol-4-yl)pyrimidin-2-yl)amino)-4-methoxy-2-(methyl((1-methylpyrrolidin-2-yl)methyl)amino)phenyl)acrylamide